C1(=CC=CC=C1)C(N1C=NC=C1)(C1=CC=CC=C1)C1=CC=CC=C1 1-(triphenylmethyl)-1H-imidazole